FC(C(CCO)(O)C)(F)F 4,4,4-trifluoro-3-methylbutane-1,3-diol